C(C(C)C)N1CC2(C1)CC(C2)NC2=NN1C(C=N2)=C(C=C1)C1=CC=2C(=NC=CN2)N=C1 N-(2-isobutyl-2-azaspiro[3.3]heptan-6-yl)-5-(pyrido[2,3-b]pyrazin-7-yl)pyrrolo[2,1-f][1,2,4]triazin-2-amine